4-[(1S)-1-[[1,1-Dioxo-4-(2-phenoxyethylamino)thiane-4-carbonyl]amino]ethyl]benzoic acid O=S1(CCC(CC1)(C(=O)N[C@@H](C)C1=CC=C(C(=O)O)C=C1)NCCOC1=CC=CC=C1)=O